2,5,8-naphthalenetricarboxylic acid C1=C(C=CC=2C(=CC=C(C12)C(=O)O)C(=O)O)C(=O)O